N1(CCC2(CC1)OCC1(C3=C2C=CS3)CC1)C(=O)OC(C)(C)C tert-butyl 6'H-dispiro[cyclopropane-1,7'-thieno[3,2-c]pyran-4',4''-piperidine]-1''-carboxylate